tetrakis(dimethylamino)titanium(V) CN(C)[Ti+](N(C)C)(N(C)C)N(C)C